azodiisohexanoate N(=NC(C(=O)[O-])CC(C)C)C(C(=O)[O-])CC(C)C